FC=1C=C(C=CC1F)NC(NC1=CC2=C(C3=C(O2)C=C(C=C3)S(=O)(=O)N[C@@H](C(=O)O)C(C)C)C=C1)=O (R)-2-(7-(3-(3,4-difluorophenyl)ureido)dibenzo[b,d]furan-3-sulfonamido)-3-methyl-butanoic acid